C(C(CC(C(=O)Cl)=O)Cl)(=O)Cl pentanetrioyl chloride